COCCO[Si](CCCNCCN)(OCCOC)OCCOC N-[3-[tri(2-methoxyethoxy)silyl]propyl]ethane-1,2-diamine